Cl.OCC1=C(C=C(OCCCC(=O)N)C=C1)[N+](=O)[O-] 4-(4-(hydroxymethyl)-3-nitrophenoxy)butanamide hydrochloride